C1(CC1)C=1C2=C(C(N(N1)CC(=O)NC1=NC=CC=N1)=O)SC(=C2)NC 2-[4-Cyclopropyl-2-(methylamino)-7-oxo-6H,7H-thieno[2,3-d]pyridazin-6-yl]-N-(pyrimidin-2-yl)acetamide